COC1=CC=C(CN(C2=NC(=CC(=C2)B2OC(C(O2)(C)C)(C)C)C)CC2=CC=C(C=C2)OC)C=C1 N,N-bis(4-methoxybenzyl)-6-methyl-4-(4,4,5,5-tetramethyl-1,3,2-dioxaborolan-2-yl)pyridin-2-amine